N1C(=NC2=C1C=CC=C2)C[C@@H](C)NCC(CO[Si](C2=CC=CC=C2)(C2=CC=CC=C2)C(C)(C)C)(F)F (R)-N-(1-(1H-benzo[d]imidazol-2-yl)propan-2-yl)-3-((tert-butyldiphenylsilyl)oxy)-2,2-difluoropropan-1-amine